3-(2-Hydroxyethyl)-2-pentylcyclopentanol OCCC1C(C(CC1)O)CCCCC